FC1=C(C=C(C=C1)N1N=CN=C1C=1C=CC=2N(C1)C(=CN2)C2=CC=C(C=C2)NC(COC)=O)OC N-[4-[6-[2-(4-fluoro-3-methoxy-phenyl)-1,2,4-triazol-3-yl]imidazo[1,2-a]pyridin-3-yl]phenyl]-2-methoxy-acetamide